[Ni].[Co].[Fe] iron-cobalt-nickel salt